C(CCCCCC\C=C/C\C=C/C\C=C/CCC)(=O)OCC ethyl (8Z,11Z,14Z)-octadeca-8,11,14-trienoate